n-butyldi(1-adamantyl)phosphine methanesulfonate CS(=O)(=O)O.C(CCC)P(C12CC3CC(CC(C1)C3)C2)C23CC1CC(CC(C2)C1)C3